lithium tris(hexane-3-yl)borohydride CCC(CCC)[BH-](C(CC)CCC)C(CC)CCC.[Li+]